Cl.NCC(C(=O)NC1=NC=CC(=C1)C1=C(C=2C(NC(CC2N1)(C)C)=O)NC1=CC=CC=C1)C1=CC=C(C=C1)F 3-Amino-N-[4-(3-anilino-6,6-dimethyl-4-oxo-4,5,6,7-tetrahydro-1H-pyrrolo[3,2-c]pyridin-2-yl)pyridin-2-yl]-2-(4-fluorophenyl)propanamid hydrochlorid